ClC=1C=C(C=C(C1)NS(=O)(=O)C)N1C(C=2N(C=C1)C=CC2)=O N-(3-chloro-5-(methylsulfonamido)phenyl)-1-oxo-1,2-dihydropyrrolo[1,2-a]pyrazine